((S)-2-(3,3-dimethylbutanamido)-3,3-dimethylbutanoyl)-D-glutamic acid CC(CC(=O)N[C@H](C(=O)N[C@H](CCC(=O)O)C(=O)O)C(C)(C)C)(C)C